[4-(2,7-Dibromo-9H-carbazol-9-yl)butyl]phosphonic acid BrC1=CC=2N(C3=CC(=CC=C3C2C=C1)Br)CCCCP(O)(O)=O